C(\C=C\CCCC)=O (E)-hept-2-enal